C12(CC3CC(CC(C1)C3)C2)NC(CSC=2C=C(NC(N2)=O)C(=O)OCCCC)=O butyl 6-((2-(((3s,5s,7s)-adamantan-1-yl) amino)-2-oxoethyl) thio)-2-oxo-2,3-dihydropyrimidine-4-carboxylate